N-(cyclopropylmethyl)-4-[6-(2-hydroxy-5-nitrobenzoyl)pyrazolo[1,5-a]pyrimidin-2-yl]benzamide C1(CC1)CNC(C1=CC=C(C=C1)C1=NN2C(N=CC(=C2)C(C2=C(C=CC(=C2)[N+](=O)[O-])O)=O)=C1)=O